CC1=C(CNC=2C=3N(C=C(C2)NC(=O)[C@@H]2N(CC2)C(=O)OC(C)(C)C)C(=C(N3)C)C)C(=CC=C1)C Tert-butyl (R)-2-((8-((2,6-dimethylbenzyl)amino)-2,3-dimethylimidazo[1,2-a]pyridin-6-yl)carbamoyl)azetidine-1-carboxylate